2-fluoro-2-methylpropyl-1,3-dihydropyrrolo[3,4-g]isoquinoline-9-sulfonamide FC(CC1NCC=2C1=C(C=1C=CN=CC1C2)S(=O)(=O)N)(C)C